C[C@@H]1C(OB(OC([C@H](O1)C)=O)[C@H](CC(C)C)NC([C@H]([C@@H](C)O)NC(C1=NC(=CC=C1)C1=CC=CC=C1)=O)=O)=O N-((2S,3R)-1-(((R)-1-((5R,7R)-5,7-dimethyl-4,8-dioxo-1,3,6,2-trioxaborocan-2-yl)-3-methylbutyl)amino)-3-hydroxy-1-oxobutan-2-yl)-6-phenylpicolinamide